3-acetylphenol sulfate S(=O)(=O)(O)OC1=CC(=CC=C1)C(C)=O